N-(4-(2-(2-aminopyridin-3-yl)-5-phenyl-3H-imidazo[4,5-b]pyridin-3-yl)benzyl)-4-(5-cyano-3-methyl-1H-pyrazol-1-yl)benzamide NC1=NC=CC=C1C1=NC=2C(=NC(=CC2)C2=CC=CC=C2)N1C1=CC=C(CNC(C2=CC=C(C=C2)N2N=C(C=C2C#N)C)=O)C=C1